4-[[4-[[(1S)-2-hydroxy-1-phenyl-ethyl]amino]-5-(5-isopropyl-1,3,4-oxadiazol-2-yl)pyrimidin-2-yl]amino]-N,N-dimethyl-benzamide OC[C@H](C1=CC=CC=C1)NC1=NC(=NC=C1C=1OC(=NN1)C(C)C)NC1=CC=C(C(=O)N(C)C)C=C1